2-bromo-4,5-dichloro-1H-imidazole BrC=1NC(=C(N1)Cl)Cl